6-((3-aminopyrazin-2-yl)methyl)-N-(3-(trifluoromethyl)phenyl)-4,5,6,7-tetrahydrothieno[2,3-c]pyridine-3-carboxamide NC=1C(=NC=CN1)CN1CC2=C(CC1)C(=CS2)C(=O)NC2=CC(=CC=C2)C(F)(F)F